methyl 3-(9-((4-(((tert-butoxycarbonyl)amino)methyl)-2,6-dimethylphenyl)carbamoyl)-4,5-dihydrobenzo[b]thieno[2,3-d]oxepin-8-yl)-6-(2,6-dimethylpiperidine-1-carbonyl)picolinate C(C)(C)(C)OC(=O)NCC1=CC(=C(C(=C1)C)NC(=O)C1=CC2=C(OCCC3=C2SC=C3)C=C1C=1C(=NC(=CC1)C(=O)N1C(CCCC1C)C)C(=O)OC)C